(S)-Methyl 7-nitro-3-oxo-4-((tetrahydrofuran-3-yl) methyl)-3,4-dihydro-2H-benzo[b][1,4]oxazine-6-carboxylate [N+](=O)([O-])C=1C(=CC2=C(OCC(N2C[C@H]2COCC2)=O)C1)C(=O)OC